2,3-Bis(aminomethyl)-5-(piperazin-1-yl)-2,3-dihydro-1,4-benzodioxine NCC1C(OC2=C(O1)C=CC=C2N2CCNCC2)CN